OC1=CC=C(C=C1)C1=CC(=CC(=C1)C1=CC=C(C=C1)O)C1=CC=C(C=C1)O 1,3,5-tri-(4-hydroxyphenyl)-benzene